3-[2-(3-Amino-6-fluoro-4-isoquinolyl)ethynyl]-4-methyl-N-[1-(2-morpholinoethyl)pyrazol-3-yl]benzamide NC=1N=CC2=CC=C(C=C2C1C#CC=1C=C(C(=O)NC2=NN(C=C2)CCN2CCOCC2)C=CC1C)F